FC1=CC=C(CC2=CC3=C(OC(CN3)(C)C)N=C2)C=C1 7-(4-fluorobenzyl)-3,3-dimethyl-2,3-dihydro-1H-pyrido[2,3-b][1,4]oxazine